2-(3-chloropyrazol-1-yl)-5-ethylsulfonyl-1-methyl-imidazole-4-carboxylic acid ClC1=NN(C=C1)C=1N(C(=C(N1)C(=O)O)S(=O)(=O)CC)C